((1S,6R,7R)-7-(2-fluorophenyl)-3-(3-(8-methoxyquinolin-5-yl)-1H-pyrazolo[3,4-b]pyrazin-6-yl)-3-azabicyclo[4.1.0]heptan-7-yl)methanamine FC1=C(C=CC=C1)[C@]1([C@@H]2CCN(C[C@H]12)C1=CN=C2C(=N1)NN=C2C2=C1C=CC=NC1=C(C=C2)OC)CN